methyl (R)-2-(7-chloro-3-cyclohexyl-2-methyl-1,1-dioxido-5-phenyl-2,3,4,5-tetrahydrobenzo[f][1,2,5]thiadiazepin-8-yl)isonicotinate ClC=1C(=CC2=C(N(C[C@H](N(S2(=O)=O)C)C2CCCCC2)C2=CC=CC=C2)C1)C=1C=C(C(=O)OC)C=CN1